CN(C1=NN(C(=N1)SC)C1=CC=C(C=N1)C1=C2C=C(C(=CC2=CC2=C1C(OC2)=O)OC)OC)C 9-(6-(3-(dimethylamino)-5-(methylthio)-1H-1,2,4-triazol-1-yl)pyridin-3-yl)-6,7-dimethoxynaphtho[2,3-c]furan-1(3H)-one